BrC1=C2C(=CC(=NC2=C(C=C1)Cl)Cl)Cl 5-bromo-2,4,8-trichloroquinoline